(S)-N-((S)-2-(dimethylamino)-3-(1H-indazol-5-yl)propyl)-3-phenyl-3-(1-(trifluoromethyl)cyclopropyl)propanamide CN([C@H](CNC(C[C@H](C1(CC1)C(F)(F)F)C1=CC=CC=C1)=O)CC=1C=C2C=NNC2=CC1)C